COC1=CC(=C(C=N1)N1N=C2C(=CC1=O)NN=C2C2=CC=C(C=C2)N2CCN(CC2)C)C 5-(6-Methoxy-4-methylpyrid-3-yl)-3-(4-(4-methylpiperazin-1-yl)phenyl)-1H-pyrazolo[4,3-c]pyridazin-6(5H)-on